2-ethyl-4-(4-methoxy-2-methylthieno[3,2-e]benzofuran-7-yl)-4-oxobutanoic acid ethyl ester C(C)OC(C(CC(=O)C1=CC2=C(C=C(C3=C2C=C(O3)C)OC)S1)CC)=O